BrC1=C(N=NC(=C1)Cl)Cl 4-bromo-3,6-dichloro-pyridazine